2,2-dimethyl-1-((2S,3R,5S)-3-methyl-2,3-dihydro-2,5-methanobenzo[f][1,4]oxazepin-4(5H)-yl)propan-1-one CC(C(=O)N1[C@@H]([C@H]2OC3=C([C@@H]1C2)C=CC=C3)C)(C)C